2,4-dimethyl-4,4a,5,9b-tetrahydroindeno[1,2-D][1,3]dioxin CC1OC(C2C(O1)C1=CC=CC=C1C2)C